2-(1-methyl-1H-imidazol-2-ylsulfanyl)-5-nitro-N-(4-trifluoromethyl-phenyl)benzamide CN1C(=NC=C1)SC1=C(C(=O)NC2=CC=C(C=C2)C(F)(F)F)C=C(C=C1)[N+](=O)[O-]